Boc-D-O-methylserine C(=O)(OC(C)(C)C)N[C@@H](COC)C(=O)O